COC=1C=C(C=CC1)C1=CC(=CC=C1OC)[C@H](CC(=O)[O-])NC(=O)NC=1C(N(C(=CC1[O-])C)C)=O.[Na+].[Na+] sodium (S)-3-(3',6-dimethoxybiphenyl-3-yl)-3-(3-(1,6-dimethyl-4-oxido-2-oxo-1,2-dihydro pyridin-3-yl)ureido)propanoate